fumaric acid bis(3-phenylpropyl) ester C1(=CC=CC=C1)CCCOC(\C=C\C(=O)OCCCC1=CC=CC=C1)=O